N[C@@H]1CN(C[C@@H]1OC)C1=CC=C(C=N1)O[C@@H]1C[C@@H]2N([C@@H](CN(C2)C2=C3C=CC=NC3=C(C=C2)C#N)C)CC1 5-[(4R,8S,9aS)-8-[[6-[(3R,4S)-3-amino-4-methoxy-pyrrolidin-1-yl]-3-pyridyl]oxy]-4-methyl-1,3,4,6,7,8,9,9a-octahydropyrido[1,2-a]pyrazin-2-yl]quinoline-8-carbonitrile